ethyl 1-(tert-butyl)-3-(2-(((S)-1-((3R,5'S)-5'-carbamoyl-2-oxospiro[indol-3,3'-pyrrolidin]-1'-yl)-3-cyclopropyl-1-oxopropan-2-yl) amino) ethyl)-1H-pyrazole-4-carboxylate C(C)(C)(C)N1N=C(C(=C1)C(=O)OCC)CCN[C@H](C(=O)N1C[C@]2(C[C@H]1C(N)=O)C(NC1=CC=CC=C12)=O)CC1CC1